4-(5-benzamido-2-methylphenoxy)piperidine-1-carboxylic acid tert-butyl ester C(C)(C)(C)OC(=O)N1CCC(CC1)OC1=C(C=CC(=C1)NC(C1=CC=CC=C1)=O)C